C(CCCCCCCC(=O)[O-])(=O)OCCCCCCCCC(C)C monoisoundecyl azelate